CC1(C2=CC=CC=C2N(C=2C=CC=CC12)C=1C=CC=2C(C3=CC=CC=C3OC2C1)=O)C 3-(9,9-dimethylacridin-10(9H)-yl)-9H-xanthen-9-one